3-[(Carboxycarbonyl)amino]-L-alanine C(=O)(O)C(=O)NC[C@H](N)C(=O)O